4-[6-amino-2-(1,2,3,6-tetrahydropyridin-4-yl)-9H-purin-9-yl]-N-(3-methoxyphenyl)cyclohexanecarboxamide NC1=C2N=CN(C2=NC(=N1)C=1CCNCC1)C1CCC(CC1)C(=O)NC1=CC(=CC=C1)OC